C(C)C1C(NC2=NC=CC(=C21)C=2C=C(C=CC2)N2CCN(CC2)C(=O)OC(C)(C)C)=O tert-butyl 4-[3-(3-ethyl-2-oxo-1,3-dihydropyrrolo[2,3-b]pyridin-4-yl)phenyl]piperazine-1-carboxylate